BrC1=CC=C(C=C1)N1C=NC2=C1C=C(C=C2)C2=CC=C(C=C2)NC(=O)NCCN(C)C 1-(4-(1-(4-bromophenyl)-1H-benzo[d]imidazol-6-yl)phenyl)-3-(2-(dimethylamino)ethyl)urea